2-fluoro-6-(3-fluoro-2-methoxy-4-(trifluoromethoxy)phenoxy)-N-(4-fluoro-3-(N-hydroxycarbamoyl)phenyl)-3-(trifluoromethyl)benzamide FC1=C(C(=O)NC2=CC(=C(C=C2)F)C(NO)=O)C(=CC=C1C(F)(F)F)OC1=C(C(=C(C=C1)OC(F)(F)F)F)OC